7-fluoro-2-[2-[(1R,2S)-2-[[6-oxo-5-(trifluoromethyl)-1-(2-trimethylsilylethoxymethyl)pyridazin-4-yl]amino]cyclohexyl]ethyl]-6-[5-(trifluoromethyl)pyrimidin-2-yl]isoquinolin-1-one FC1=C(C=C2C=CN(C(C2=C1)=O)CC[C@@H]1[C@H](CCCC1)NC=1C=NN(C(C1C(F)(F)F)=O)COCC[Si](C)(C)C)C1=NC=C(C=N1)C(F)(F)F